tert-butyl 3-(2,2-difluoroethoxy)-3-(pyridin-3-yl)azetidine-1-carboxylate FC(COC1(CN(C1)C(=O)OC(C)(C)C)C=1C=NC=CC1)F